C[Sn](Cl)(C)C TRIMETHYL-CHLOROSTANNANE